CCCCCC/C=C\CCCCCCCC(=O)OC[C@H](COP(=O)(O)OC[C@@H](C(=O)O)N)OC(=O)CCCCCCC/C=C\C/C=C\CCCCC 1-(9Z-hexadecenoyl)-2-(9Z,12Z-octadecadienoyl)-glycero-3-phosphoserine